ClC=1C=C(C=C(C1)Cl)C1(CC(=NO1)C1=CC(=C(C(=O)N(CC)C2=NN(C(=N2)CC)CC)C=C1)C)C(F)(F)F 4-(5-(3,5-dichlorophenyl)-5-(trifluoromethyl)-4,5-dihydroisoxazol-3-yl)-N-(1,5-diethyl-1H-1,2,4-triazol-3-yl)-N-ethyl-2-methylbenzamide